(1S,2R,4S)-2-(hydroxymethyl)-2-(methoxymethyl)-4-(1,1,1-trifluoro-2-methylpropan-2-yl)quinuclidin-3-one OC[C@@]1(N2CCC(C1=O)(CC2)C(C(F)(F)F)(C)C)COC